1-(2',3',5'-triacetyl-β-d-ribofuranosyl)-nicotinic acid C(C)(=O)[C@@]1([C@@H](O[C@@H]([C@]1(O)C(C)=O)C(O)C(C)=O)N1CC(C(=O)O)=CC=C1)O